NCCCNC(C(=C)C)=O N-3-Aminopropyl-methacrylamide